cesium-lead bromide [Pb](Br)Br.[Cs]